tert-butyl (E)-7-(4-methoxy-4-carbonylbut-2-en-1-yl)-2,7-diazaspiro[4.4]nonane-2-carboxylate COC(/C=C/CN1CC2(CCN(C2)C(=O)OC(C)(C)C)CC1)=C=O